[2-chloro-3-(trifluoromethyl)pyridin-4-yl]acetic acid ClC1=NC=CC(=C1C(F)(F)F)CC(=O)O